4,4'-Methylenebis(3-Chloro-2,6-Diethyl-aniline) C(C1=C(C(=C(N)C(=C1)CC)CC)Cl)C1=C(C(=C(N)C(=C1)CC)CC)Cl